(Z)-N-(2-methoxyphenyl)benzimidoyl cyanide COC1=C(C=CC=C1)\N=C(\C1=CC=CC=C1)/C#N